methyl N-(1-((1,2-dibromoethyl) sulfonyl) azetidine-3-carbonyl)-N-methyl-L-valinate BrC(CBr)S(=O)(=O)N1CC(C1)C(=O)N([C@@H](C(C)C)C(=O)OC)C